C(C(=C)C)(=O)[O-] Trans-methacrylate